NC1=CC=C(C=N1)C1=C(C2=C(NC3=C(C=C(C=C23)F)NCC)N=C1)N1N=C(C=C1)C(F)(F)F 3-(6-Amino-3-pyridyl)-N-ethyl-6-fluoro-4-[3-(trifluoromethyl)pyrazol-1-yl]-9H-pyrido[2,3-b]indol-8-amine